C(CCC)CC(CC(=O)OC(C)C)=O.C(CCC)CC(CC(=O)OC(C)C)=O diisopropyl bis(butyl acetoacetate)